(R)-Methyl 2-(3-((5-(((S)-1-(3-isopropylphenyl)ethyl)carbamoyl)-2,3-dimethyl-1H-indol-1-yl)methyl)phenoxy)-3-methylbutanoate C(C)(C)C=1C=C(C=CC1)[C@H](C)NC(=O)C=1C=C2C(=C(N(C2=CC1)CC=1C=C(O[C@@H](C(=O)OC)C(C)C)C=CC1)C)C